5-[4-amino-5-(trifluoromethyl)pyrrolo[2,1-f][1,2,4]triazin-7-yl]-N-[(3R,4S)-1-[(2,6-dichlorophenyl)methanesulfonyl]-4-fluoropyrrolidin-3-yl]-2-methoxypyridine-3-carboxamide NC1=NC=NN2C1=C(C=C2C=2C=C(C(=NC2)OC)C(=O)N[C@@H]2CN(C[C@@H]2F)S(=O)(=O)CC2=C(C=CC=C2Cl)Cl)C(F)(F)F